C1OCCN2C1=CC=NC2=O 3,4-dihydropyrimido[6,1-c][1,4]oxazin-6(1H)-one